2-(phenethylthio)isoindole-1,3-dione C(CC1=CC=CC=C1)SN1C(C2=CC=CC=C2C1=O)=O